NC=1C=C2CCC/C(/C2=CC1)=N/O (Z)-6-amino-3,4-dihydronaphthalen-1(2H)-one oxime